OCC(CO)N[C@@H]1[C@@H]([C@H]([C@@H]([C@@](C1)(O)CO)O)O)O (1S,2S,3R,4S,5S)-5-(1,3-dihydroxypropan-2-ylamino)-1-(hydroxymethyl)-cyclohexane-1,2,3,4-tetrol